COC1=NC=NN2C1=C(C=C2)C=2C=C1C(=NC2)N=C(N1CC=1OC=CN1)C 6-(4-methoxypyrrolo[2,1-f][1,2,4]triazin-5-yl)-2-methyl-1-(1,3-oxazol-2-ylmethyl)-1H-imidazo[4,5-b]pyridine